(2S,4R)-N-((R)-1-(4-carbamimidoylthiophen-2-yl)ethyl)-4-(difluoromethoxy)-1-((9,9-dimethyl-9H-fluorene-2-carbonyl)glycyl)pyrrolidine-2-carboxamide C(N)(=N)C=1C=C(SC1)[C@@H](C)NC(=O)[C@H]1N(C[C@@H](C1)OC(F)F)C(CNC(=O)C1=CC=2C(C3=CC=CC=C3C2C=C1)(C)C)=O